trans-tert-Butyl 3-methyl-3,4-bis(((methylsulfonyl)oxy)methyl)pyrrolidine-1-carboxylate C[C@]1(CN(C[C@H]1COS(=O)(=O)C)C(=O)OC(C)(C)C)COS(=O)(=O)C